Acrylic acid butyl-acrylate C(CCC)OC(C=C)=O.C(C=C)(=O)O